CN1C=NC2=C1C=C(C=C2)C2C(CCCC2)=O 2-(3-methylbenzimidazol-5-yl)cyclohexanone